((S)-(3-chloro-2,4-difluorophenyl)(trans-3-(trifluoromethyl)-cyclobutyl)-methyl)-2-methylpropane-2-sulfinamide ClC=1C(=C(C=CC1F)[C@H]([C@@H]1C[C@H](C1)C(F)(F)F)CC(C)(S(=O)N)C)F